C1(CCCCC1)CCNC(=O)C1=CC2=C(SC3=C(C(N2)=O)C=CC(=C3)C(=O)NC)C=C1 N8-(2-cyclohexylethyl)-N3-methyl-11-oxo-10,11-dihydrodibenzo[b,f][1,4]thiazepine-3,8-dicarboxamide